C(C)N1C[C@@H](CCC1)NC=1OC=2C(=NC(=CC2)C2=C(C=CC=C2C)O)N1 2-[2-[[(3R)-1-Ethyl-3-piperidyl]amino]oxazolo[4,5-b]pyridin-5-yl]-3-methyl-phenol